(3-(trifluoromethoxy)phenyl)isoxazole FC(OC=1C=C(C=CC1)C1=NOC=C1)(F)F